ClC(C(CC)=O)C 4-chloropropione